N-([1,1'-biphenyl]-3-yl)dibenzo[b,d]thiophen-2-amine C1(=CC(=CC=C1)NC1=CC2=C(SC3=C2C=CC=C3)C=C1)C1=CC=CC=C1